1-methyl-5-(3-methylpyridin-4-yl)-7-(trifluoromethyl)-1,5-dihydro-4H-imidazo[4,5-c][1,8]Naphthyridin-4-one CN1C=NC=2C(N(C=3N=C(C=CC3C21)C(F)(F)F)C2=C(C=NC=C2)C)=O